C(C)(C)(C)OC(=O)N1[C@@H](CCCC1)C=1OC(=NN1)CCC1=CC=CC=C1 (S)-2-(5-phenethyl-1,3,4-oxadiazol-2-yl)piperidine-1-carboxylic acid tert-butyl ester